C(C)(C)(C)OC(=O)N1C[C@@H](CC1)OC1=CC(=C2C(=N1)C(=CS2)C(NC)=O)C(F)(F)F (R)-3-((3-(methylcarbamoyl)-7-(trifluoromethyl)thieno[3,2-b]pyridin-5-yl)oxy)pyrrolidine-1-carboxylic acid tert-butyl ester